N1=C(NC2=C1C=CC=C2)C(=O)N2CCCCC2 N-(benzimidazolylcarbonyl)-piperidine